O=C1NC(CCC1N1C(C2=CC=CC(=C2C1)SCCCCCC(=O)NCCC(=O)O)=O)=O 3-(6-((2-(2,6-dioxopiperidin-3-yl)-1-oxoisoindolin-4-yl)thio)hexanoylamino)propionic acid